CC(CC[C@@H](C(=O)O)NC1=NC=CC(=N1)C1=CC=CC=C1)(C)C (S)-5,5-dimethyl-2-(4-phenyl-2-pyrimidinylamino)hexanoic acid